NC=1C(=NC(=CC1)C1=CC=C(C=C1)F)NC(=O)C=1C=CC(=NC1)C=1C=NC=CC1 N-(3-amino-6-(4-fluorophenyl)pyridin-2-yl)-[2,3'-bipyridine]-5-carboxamide